ClC=1C=CC(=NC1)NC(=O)N1[C@H](C[C@H](C1)OC)C(=O)NC1=C(C=CC(=C1)C(CCC1CC1)N1C(CCCC1)=O)F (2r,4r)-N1-(5-chloropyridin-2-yl)-N2-(5-((+)-3-cyclopropyl-1-(2-oxopiperidin-1-yl)propyl)-2-fluorophenyl)-4-methoxypyrrolidine-1,2-dicarboxamide